6-(4-cyclopropylpiperazine-1-yl)benzo[b]thiophene-2-carboxylic acid C1(CC1)N1CCN(CC1)C=1C=CC2=C(SC(=C2)C(=O)O)C1